(rac)-tert-butyl-3-(2-hydroxyethyl)-3-(3-hydroxy-1H-pyrazol-5-yl)pyrrolidine-1-carboxylate C(C)(C)(C)OC(=O)N1C[C@](CC1)(C1=CC(=NN1)O)CCO |r|